4-(4-acryloyl-2-ethylpiperazin-1-yl)-1-(2-isopropylphenyl)-7-(5-methyl-1H-indazol-4-yl)-5,6,7,8-tetrahydropyrido[3,4-d]pyrimidin-2(1H)-one C(C=C)(=O)N1CC(N(CC1)C=1C2=C(N(C(N1)=O)C1=C(C=CC=C1)C(C)C)CN(CC2)C2=C1C=NNC1=CC=C2C)CC